C1(CC(C(CC1)C(C)C)CC(CC(=O)[O-])=O)C (-)-Menthylacetoacetat